maleamide C(\C=C/C(=O)N)(=O)N